C(#N)CC[C@H]1CN=C2N1C1=CC=C(C=C1C(N2CC=2C=NN(C2)C)=O)S(=O)(=O)NC2(CC2)C (1S)-1-(2-cyanoethyl)-N-(1-methylcyclopropyl)-4-[(1-methylpyrazol-4-yl)methyl]-5-oxo-1H,2H-imidazo[1,2-a]quinazoline-7-sulfonamide